CC1(CCC1)C1=NC=C2C=NC(=NN21)SC 7-(1-methylcyclobutyl)-2-(methylthio)imidazo[5,1-f][1,2,4]triazine